2-(1-((2-((2-(3,8-diaza-bicyclo[3.2.1]octan-3-yl)pyrimidin-5-yl)oxy)-6-(3,5-dichloro-phenyl)pyridin-4-yl)methyl)piperidin-4-yl)acetic acid C12CN(CC(CC1)N2)C2=NC=C(C=N2)OC2=NC(=CC(=C2)CN2CCC(CC2)CC(=O)O)C2=CC(=CC(=C2)Cl)Cl